ClC1=CC(=C(CCNC(OC(C)(C)C)=O)C=C1C=1NC2=CC=CC=C2C1)F tert-butyl (4-chloro-2-fluoro-5-(1H-indol-2-yl)phenethyl)carbamate